(2S,4S)-tert-butyl 2-((6-bromopyridin-2-yl)carbamoyl)-4-((dimethylamino) methyl)-4-fluoropyrrolidine-1-carboxylate BrC1=CC=CC(=N1)NC(=O)[C@H]1N(C[C@@](C1)(F)CN(C)C)C(=O)OC(C)(C)C